FC(S(=O)(=O)N1CC2(CC2)CC(C1)NC(CC1=NC=C2C=CC(=NC2=C1)C1=NC(=CC=C1)N1C[C@@H](O[C@@H](C1)C)C)=O)F N-(5-((difluoromethyl)sulfonyl)-5-azaspiro[2.5]octan-7-yl)-2-(2-(6-((cis)-2,6-dimethylmorpholino)pyridin-2-yl)-1,6-naphthyridin-7-yl)acetamide